5-chloromethyl-7-fluoro-2-(4-fluorophenyl)benzofuran ClCC=1C=C(C2=C(C=C(O2)C2=CC=C(C=C2)F)C1)F